CS(=O)(=O)OCC=1C=NC(=NC1)C=1C(=NC=CC1)OCC [2-(2-ethoxypyridin-3-yl) pyrimidin-5-yl]Methyl methanesulfonate